4-(2-Fluoro-4-(trifluoromethyl)phenyl)-2-methylpyrrolo[1,2-a]quinoxaline-7-carboxylic acid FC1=C(C=CC(=C1)C(F)(F)F)C=1C=2N(C3=CC=C(C=C3N1)C(=O)O)C=C(C2)C